NC1=NC=NN2C1=C(C=C2C=2C=NNC2)C2=CC(=C(C=C2)NC(OC(C)(C)C)=O)OC tert-Butyl (4-(4-amino-7-(1H-pyrazol-4-yl)pyrrolo[2,1-F][1,2,4]triazin-5-yl)-2-methoxyphenyl)carbamate